2-(4-(hydroxymethyl)-5-methyl-1H-pyrazol-1-yl)-5-methylthiophene-3-carbonitrile OCC=1C=NN(C1C)C=1SC(=CC1C#N)C